CC=1C=CC(=NC1)CCNC(=O)C(=O)N N-[2-(5-methyl-2-pyridinyl)ethyl]oxamide